1-(4-(((2-((2-chloro-3-(3'-chloro-5-(((2-hydroxyethyl)(methyl)amino)methyl)-6-methoxy-[2,4'-bipyridin]-2'-yl)phenyl)amino)-3-fluoropyridin-4-yl)methyl)amino)piperidin-1-yl)ethan-1-one ClC1=C(C=CC=C1C1=NC=CC(=C1Cl)C1=NC(=C(C=C1)CN(C)CCO)OC)NC1=NC=CC(=C1F)CNC1CCN(CC1)C(C)=O